FC1=CC=C(C(=O)NCCC2=CC(=NO2)C(=O)NO)C=C1 5-(2-(4-fluorobenzamido)ethyl)-N-hydroxyisoxazole-3-carboxamide